(S)-6-(4-chlorophenyl)-N-(5-cyano-2,3-dihydro-1H-inden-1-yl)-2-(1-methyl-1H-pyrazol-4-yl)-3-oxo-2,3-dihydropyridazine-4-carboxamide ClC1=CC=C(C=C1)C=1C=C(C(N(N1)C=1C=NN(C1)C)=O)C(=O)N[C@H]1CCC2=CC(=CC=C12)C#N